OC1=C2C(C=C(OC2=C(C(=C1)O)CC=C(C)C)C1=CC(=C(C=C1)O)CC=C(C)C)=O 5,7,4'-Trihydroxy-8,3'-di-prenylflavone